C(C1=CC=CC=C1)(C1=CC=CC=C1)N1CC(C1)N1CC2=CC=C(C=C2CC1)F 2-(1-benzhydryl-azetidin-3-yl)-6-fluoro-1,2,3,4-tetrahydroisoquinoline